C1(CC1)C=1C=NN2C1N=C(C=C2)C=2N=C(C1=C(N2)NC=C1)C=1C=NN(C1)C (3-cyclopropylpyrazolo[1,5-a]pyrimidin-5-yl)-4-(1-methyl-1H-pyrazol-4-yl)-7H-pyrrolo[2,3-d]pyrimidine